4-bromo-5-(3-((tert-butyldimethylsilyl)oxy)-2-methylpropyl)-6-methyl-1-(tetrahydro-2H-pyran-2-yl)-1H-indazole BrC1=C2C=NN(C2=CC(=C1CC(CO[Si](C)(C)C(C)(C)C)C)C)C1OCCCC1